C(CCCCCCCCCCC)(=O)OC(COC(CCCCCCCCCCC)=O)C(C(COC(CCCCCCCCCCC)=O)OC(CCCCCCCCCCC)=O)OCCCN(C)C 3-[3-(dimethylamino)propoxy]-1,4,5-tris(dodecanoyloxy)pentan-2-yl dodecanoate